OC1=CC=C(C=C1)NC(=O)[C@@H]1NCCC1 (R)-pyrrolidine-2-carboxylic acid (4-hydroxy-phenyl)-amide